tert-butyl 6''-bromo-8''-methyl-1'',5''-dioxo-1'',5''-dihydro-2''H-dispiro[azetidine-3,1'-cyclohexane-4',3''-imidazo[1,5-a]pyridine]-1-carboxylate BrC1=CC(=C2N(C1=O)C1(NC2=O)CCC2(CC1)CN(C2)C(=O)OC(C)(C)C)C